NC1=NNC2=C1C(=NC=C2I)C2=C(C=C(CNC(C1=C(C=CC(=C1)F)OC)=O)C=C2)C N-(4-(3-amino-7-iodo-1H-pyrazolo[4,3-c]pyridin-4-yl)-3-methylbenzyl)-5-fluoro-2-methoxybenzamide